1-(2,2-difluoroethyl)-3-iodo-6-(2-(2-methyl-6-(trifluoromethyl)pyrimidin-4-yl)-2,6-diazaspiro[3.4]octan-6-yl)-1H-pyrazolo[3,4-b]pyrazine FC(CN1N=C(C=2C1=NC(=CN2)N2CC1(CN(C1)C1=NC(=NC(=C1)C(F)(F)F)C)CC2)I)F